C(C)N(C(=O)C=1C=CC=2N(C1)C(=CN2)C=2C=CC(=NC2)NC(OC)=O)C2=CC(=CC=C2)OC methyl N-[5-[6-[ethyl-(3-methoxyphenyl) carbamoyl] imidazo[1,2-a]pyridin-3-yl]-2-pyridyl]carbamate